FC1=CC=C(C=C1)/N=C/C=C/C1=CC=CC=C1 (1E,2E)-N-(4-fluorophenyl)-3-phenylprop-2-en-1-imine